2-(3-bromo-5-(3-methylbenzoyl-oxy)benzylideneamino)-3-methylbutanoic acid BrC=1C=C(C=NC(C(=O)O)C(C)C)C=C(C1)OC(C1=CC(=CC=C1)C)=O